ClC1=C(C=CC=C1)C1=CC(=NN1C1CCCC1)C(=O)N[C@H](CC(=O)N(C=1SC=CN1)C)CCN1CC(CCC1)(F)F (3S)-3-{[5-(2-chlorophenyl)-1-cyclopentyl-1H-pyrazol-3-yl]formamido}-5-(3,3-difluoropiperidin-1-yl)-N-methyl-N-(1,3-thiazol-2-yl)pentanamide